COC1=CC2=CC=3C(=COC3)C(=C2C=C1OC)C=1C=NC(=NC1)N1CCC(CC1)C 6,7-dimethoxy-9-(2-(4-methylpiperidin-1-yl)pyrimidin-5-yl)naphtho[2,3-c]furan